(E)-3-(2,3-dibromo-4,5-dihydroxyphenyl)-1-(2,4-dimethoxyphenyl)-2-propen-1-one BrC1=C(C=C(C(=C1Br)O)O)/C=C/C(=O)C1=C(C=C(C=C1)OC)OC